C1(CCCC1)NC(=O)NC cyclopentyl-3-methylurea